N2-(6-chloro-3-pyridyl)pyridine-2,3-diamine ClC1=CC=C(C=N1)NC1=NC=CC=C1N